ClC1=C(C(=CC=C1)C)NC(=O)C1=CN=C(S1)NC1=NC(=NC(=C1)N1CCN(CC1)CCCCCC(=O)NC1=CC(=CC=C1)C1C(NC(CC1)=O)=O)C N-(2-Chloro-6-Methylphenyl)-2-((6-(4-(6-((3-(2,6-Dioxopiperidin-3-Yl)Phenyl)Amino)-6-Oxohexyl)Piperazin-1-Yl)-2-Methylpyrimidin-4-Yl)Amino)Thiazole-5-Carboxamide